ClC=1N=NC(=CC1NCC1=CC(=C(C=C1)C)C)Cl 3,6-dichloro-N-(3,4-dimethylbenzyl)pyridazin-4-amine